N-(4-amino-2-fluoro-1-methyl-6,7,8,9-tetrahydro-5H-benzo[7]annulen-5-yl)acetamide NC1=CC(=C(C=2CCCCC(C21)NC(C)=O)C)F